N,O-Bis(trimethylsilyl)phenylalanine C[Si](N[C@@H](CC1=CC=CC=C1)C(=O)O[Si](C)(C)C)(C)C